N=1N(N=C2C1C=CC=C2)C=2C=C(C=C(C2O)C(C)(C)C)CCC(=O)O 3-(2H-benzotriazol-2-yl)-5-t-butyl-4-hydroxybenzenepropanoic acid